(5R)-2-(2-methoxypyridin-4-yl)-5-methyl-N-[(3S)-2-oxo-5-phenyl-1,3-dihydro-1,4-benzodiazepine-3-yl]-6,7-dihydro-5H-pyrazolo[5,1-b][1,3]Oxazine-3-carboxamide COC1=NC=CC(=C1)C1=NN2C(O[C@@H](CC2)C)=C1C(=O)N[C@@H]1C(NC2=C(C(=N1)C1=CC=CC=C1)C=CC=C2)=O